3-amino-4-[4-(furan-2-yl)butan-2-ylamino]-4-oxobutanoic acid NC(CC(=O)O)C(=O)NC(C)CCC=1OC=CC1